C(C)(=O)C1=C(SC=C1)NC(CC(C)=O)=O N-(3-acetylthiophen-2-yl)-3-oxobutanamide